OC1C2(CCC(C1)C2(C)C)C 2-hydroxybornane